selenium-indium [In].[Se]